N-[4-amino-1-(2-trimethylsilylethoxymethyl)pyrazolo[4,3-c]pyridin-7-yl]-N'-[(2-isopropylphenyl)methyl]-N'-methyl-oxamide NC1=NC=C(C2=C1C=NN2COCC[Si](C)(C)C)NC(=O)C(=O)N(C)CC2=C(C=CC=C2)C(C)C